7-isopropyl-3-methyl-1-((4-oxocyclohexyl)methyl)-1H-purine-2,6(3H,7H)-dione C(C)(C)N1C=NC=2N(C(N(C(C12)=O)CC1CCC(CC1)=O)=O)C